C(C)OC(=O)[C@@H](CCC1=CC=CC=C1)[C@](N)(CCCCNC(C(F)(F)F)=O)C(=O)O 2-[1-(S)-ethoxycarbonyl-3-phenylpropyl]-N6-trifluoroacetyl-L-lysine